O=C1NC(CCC1N1C(C2=CC=C(C=C2C1=O)N1CCC(CC1)N1CC(C1)C(=O)O)=O)=O 1-(1-(2-(2,6-dioxopiperidin-3-yl)-1,3-dioxoisoindolin-5-yl)piperidin-4-yl)azetidine-3-carboxylic acid